N=1C=CN2C1C(=CC=C2)COC2=C(C=O)C=CC=C2OC 2-(imidazo[1,2-a]pyridin-8-ylmethoxy)-3-methoxybenzaldehyde